N-(6-((4-(aminomethyl)-1H-pyrazol-1-yl)methyl)-4-methoxybenzo[d]isoxazol-3-yl)-5-(tert-butyl)-2-methoxybenzenesulfonamide hydrochloride Cl.NCC=1C=NN(C1)CC1=CC2=C(C(=NO2)NS(=O)(=O)C2=C(C=CC(=C2)C(C)(C)C)OC)C(=C1)OC